N1CCC(CC1)N1CCC(CC1)C1CCN(CC1)C=1C=C2C(N(C(C2=CC1)=O)C1C(NC(CC1)=O)=O)=O 5-([4,1':4',4''-terpiperidin]-1''-yl)-2-(2,6-dioxopiperidin-3-yl)isoindoline-1,3-dione